C1(=CC=C(C2=CC=CC=C12)C=1OC2=C(N1)C=CC=C2)C=2OC1=C(N2)C=CC=C1 2,2'-(1,4-naphthalenediyl)bisbenzoxazole